6-((R)-1-(3-hydroxyazetidin-1-yl)ethyl)-2-(3-((R)-1-(4-methyl-4H-1,2,4-triazol-3-yl)propan-2-yl)phenyl)-4-(trifluoromethyl)isoindolin-1-one OC1CN(C1)[C@H](C)C1=CC(=C2CN(C(C2=C1)=O)C1=CC(=CC=C1)[C@@H](CC1=NN=CN1C)C)C(F)(F)F